ClC1=CC2=C(C=N1)C1(CN2C2=NC(=NC(=C2)Cl)C(C)(F)F)CC1 6'-Chloro-1'-(6-chloro-2-(1,1-difluoroethyl)pyrimidin-4-yl)-1',2'-dihydrospiro[cyclopropane-1,3'-pyrrolo[3,2-c]pyridine]